(E)-3-(4-fluorophenyl)-1-(4-methoxy-2-(3,4,5-trimethoxyphenoxy)phenyl)prop-2-en-1-one FC1=CC=C(C=C1)/C=C/C(=O)C1=C(C=C(C=C1)OC)OC1=CC(=C(C(=C1)OC)OC)OC